C(C)OC(=O)C1C(C=2C(NC1=O)=NNC2)C2=CC(=C(C=C2)OC2=CC(=CC(=C2)C(F)(F)F)C(F)(F)F)OC 4-{4-[3,5-bis(trifluoromethyl)phenoxy]-3-methoxyphenyl}-6-oxo-2h,4h,5h,6h,7h-pyrazolo[3,4-b]pyridine-5-carboxylic acid ethyl ester